1-(2-hydroxypentan-3-yl)-4-(4-(4-(4,4,5,5-tetramethyl-1,3,2-dioxaborolan-2-yl)phenyl)piperazin-1-yl)pyridin-2(1H)-one 4-methoxybenzyl-3-hydroxy-2,2-dimethylpropanoate COC1=CC=C(COC(C(CO)(C)C)=O)C=C1.OC(C)C(CC)N1C(C=C(C=C1)N1CCN(CC1)C1=CC=C(C=C1)B1OC(C(O1)(C)C)(C)C)=O